[(3S)-3-(6-methylpyridin-3-yl)-1,2-oxazolidin-2-yl]-[1-[4-(1,3-oxazol-2-yl)pyrimidin-2-yl]piperidin-4-yl]methanone CC1=CC=C(C=N1)[C@H]1N(OCC1)C(=O)C1CCN(CC1)C1=NC=CC(=N1)C=1OC=CN1